N-((1r,4r)-4-(2,2,2-trifluoroethoxy)cyclohexyl)-5,6-dihydrobenzo[f]imidazo[1,5-d][1,4]oxazepine-10-carboxamide FC(COC1CCC(CC1)NC(=O)C=1C=CC2=C(C=3N(CCO2)C=NC3)C1)(F)F